(R)-6-cyclopropyl-4-((1-(3-(difluoromethyl)-2-fluorophenyl)ethyl)amino)-1,8-dimethylpyrido[3,4-d]pyridazin-7(6H)-one C1(CC1)N1C=C2C(=NN=C(C2=C(C1=O)C)C)N[C@H](C)C1=C(C(=CC=C1)C(F)F)F